CN1C(N(CC2=CC=CC=C12)C1=CC=CC=C1)=NC1=CC=CC=C1 1-methyl-3-phenyl-2-(phenylimino)-2,3-dihydroquinazolin